C(C)C1=NC2=C(C=C(C=C2C(=N1)O)Cl)F ethyl-6-chloro-8-fluoro-4-hydroxyquinazoline